[C@@H]12CNC[C@@H](CC1)C2C2=C1CN(C(C1=C(C(=C2F)F)F)=O)C2C(NC(CC2)=O)=O 3-(4-((1R,5S,8r)-3-Azabicyclo[3.2.1]octane-8-yl)-5,6,7-trifluoro-1-oxoisoindoline-2-yl)piperidine-2,6-dione